(S)-4-(3-(6-((1-(cyclopropylsulfonyl)cyclopropyl)methyl)-1-methyl-7-oxo-4,5,6,7-tetrahydro-1H-pyrazolo[3,4-c]pyridin-3-yl)-4,5-dihydroisoxazol-5-yl)benzonitrile C1(CC1)S(=O)(=O)C1(CC1)CN1C(C2=C(CC1)C(=NN2C)C2=NO[C@@H](C2)C2=CC=C(C#N)C=C2)=O